C(C)(C)(C)OC(=O)N1C=C(C=2C1=NC=C(C2)C=2C=C1CCOCC1=C(C2)[C@H]2N(CCC2)C(=O)OC(C)(C)C)C#N (S)-5-(8-(1-(tert-Butoxycarbonyl)pyrrolidin-2-yl)isochroman-6-yl)-3-cyano-1H-pyrrolo[2,3-b]pyridine-1-carboxylic acid tert-butyl ester